(1,3-dihydro-pyrrolo[3,4-c]pyridin-2-yl)-methanone C1N(CC=2C=NC=CC21)C=O